COC(C#CCC)=S methylpent-2-ynethioate